(R)-7'-bis(3,5-di-tert-butyl-4-methoxyphenyl)phosphino-2',3'-dihydrospiro[chromane-4,1'-indene] C(C)(C)(C)C=1C=C(C=C(C1OC)C(C)(C)C)P(C=1C=CC=C2CC[C@@]3(C12)CCOC1=CC=CC=C13)C1=CC(=C(C(=C1)C(C)(C)C)OC)C(C)(C)C